N=1N=CN2C1CCC(C2)C(=O)N 5,6,7,8-tetrahydro-[1,2,4]triazolo[4,3-a]pyridine-6-carboxamide